C[C@H]1OCC[C@H](C1)NC1=C(C=NC2=CC=C(C=C12)C#N)[N+](=O)[O-] 4-{[(2R,4R)-2-methyltetrahydro-2H-pyran-4-yl]amino}-3-nitroquinoline-6-carbonitrile